N-butyl-N2-[2-(3-cyanophenyl)[1,2,4]triazolo[1,5-c]quinazolin-5-yl]alaninamide C(CCC)NC([C@@H](NC1=NC=2C=CC=CC2C=2N1N=C(N2)C2=CC(=CC=C2)C#N)C)=O